O=C1CC2(C1)CC(C2)NC([O-])=O (2-oxospiro[3.3]heptan-6-yl)carbamate